N[C@H](C)CO (R,S)-alaninol